3,4,5-trihydroxy-dodecyl benzoate C(C1=CC=CC=C1)(=O)OCCC(C(C(CCCCCCC)O)O)O